F[C@H]1[C@@H](C1)C(=O)N1[C@@H]2C=C(C[C@H]1CC2)C2=NC(=NC=C2)NC=2C=NN(C2)C ((1S,2R)-2-fluorocyclopropyl)((1S,5R)-3-(2-((1-methyl-1H-pyrazole-4-yl)amino)pyrimidin-4-yl)-8-azabicyclo[3.2.1]oct-2-en-8-yl)methanone